NC1=C(C=C(CC2(C3=NCN([C@H]4[C@H](O)[C@H](O)[C@@H](CO)O4)C3=NC=N2)N)C=C1)[125I] 6-(4-amino-3-[125I]iodobenzyl)-adenosine